ClCC(C(CCCCCC#N)(C)C1=CC(=CC=C1)I)=O 9-chloro-7-(3-iodophenyl)-7-methyl-8-oxononanenitrile